C(C)(C)(C)OC(=O)N1[C@@H]2C[C@@H]2[C@H](C1=O)C[C@@H](C(=O)O)NC(=O)OC(C)(C)C (S)-3-((1R,4R,5R)-2-(tert-butoxycarbonyl)-3-oxo-2-azabicyclo[3.1.0]hexan-4-yl)-2-((tert-butoxycarbonyl)amino)propanoic acid